(3aR,6aS)-5-(2-chloro-5-fluoropyrimidin-4-yl)hexahydropyrrolo[3,4-c]pyrrole-2(1H)-carboxylic acid tert-butyl ester C(C)(C)(C)OC(=O)N1C[C@@H]2CN(C[C@@H]2C1)C1=NC(=NC=C1F)Cl